C(=S)[S-].[NH4+].N1CCCC1 pyrrolidine ammonium dithioformate salt